[Cl-].[Cl-].C(C)(C)(C)C1(C=CC=C1)[Ti+2]C1(C=CC=C1)C(C)(C)C bis(tert-butylcyclopentadienyl)titanium (IV) dichloride